3-(7-(1-((6-(2-hydroxyprop-2-yl)pyridin-2-yl)methyl)-1H-1,2,3-triazole-4-yl)-3-(tetrahydro-2H-pyran-2-yl)-3H-imidazo[4,5-b]pyridin-5-yl)-2-methoxybenzonitrile OC(C)(C)C1=CC=CC(=N1)CN1N=NC(=C1)C1=C2C(=NC(=C1)C=1C(=C(C#N)C=CC1)OC)N(C=N2)C2OCCCC2